C(C)(C)(C)OC1=C2C(=NC(=NC2=CC=C1)N)N 5-tert-butoxy-2,4-diaminoquinazoline